C1(CCCC1)CCC(=O)NC1=CC(=CC=C1)S(N(CC=1C=C2CCCN(C2=CC1)CC)C1CCCC1)(=O)=O 3-Cyclopentyl-N-(3-(N-cyclopentyl-N-((1-ethyl-1,2,3,4-tetrahydroquinolin-6-yl)-methyl)-sulfamoyl)phenyl)propionamide